1-(4-((4-((3,4-dichloro-phenyl)amino)-7-methoxy-quinazolin-6-yl)oxy)-piperidin-1-yl)prop-2-en-1-one ClC=1C=C(C=CC1Cl)NC1=NC=NC2=CC(=C(C=C12)OC1CCN(CC1)C(C=C)=O)OC